9-ethyl-3-iodo-6,6-dimethyl-8-(4-morpholinopiperidin-1-yl)-5,6-dihydro-11H-benzo[b]carbazol-11-one C(C)C1=CC2=C(C(C=3NC4=CC(=CC=C4C3C2=O)I)(C)C)C=C1N1CCC(CC1)N1CCOCC1